S(N)(=O)(=O)C1=CC=C(C=C1)S(=O)(=O)N1CCN(CC1)C(=O)OC(C)(C)C tert-butyl 4-(4-sulfamoylphenyl)sulfonylpiperazine-1-carboxylate